Phenylselenocysteine C1(=CC=CC=C1)N[C@@H](C[SeH])C(=O)O